O=C1NC(CCC1N1C(C2=CC=C(C=C2C1=O)N1CCN(CC1)CCNS(=O)(=O)C1CN(C1)C(=O)OC(C)(C)C)=O)=O Tert-Butyl 3-[(2-[4-[2-(2,6-Dioxopiperidin-3-Yl)-1,3-Dioxoisoindol-5-Yl]Piperazin-1-Yl]Ethyl) Sulfamoyl]Azetidine-1-Carboxylate